(E)-6-(1H-4-pyrazolyl)-4-[3-(trifluoromethyl)phenyl]aminoquinoline N1N=CC(=C1)C=1C=C2C(=CC=NC2=CC1)NC1=CC(=CC=C1)C(F)(F)F